C1=CC=CC=2C3=CC=CC=C3N(C12)C#N Carbazole-9-carbonitrile